C1(CC1)N1N=C(C(=C1)B1OC(C(O1)(C)C)(C)C)C Cyclopropyl-3-methyl-4-(4,4,5,5-tetramethyl-1,3,2-dioxaborolan-2-yl)-1H-pyrazole